4-(3-(4-((2S,6S)-2,6-dimethylmorpholino)-3-fluorophenyl)-2-methyl-3H-imidazo[4,5-b]pyridin-5-yl)pyridin-2-amine C[C@@H]1O[C@H](CN(C1)C1=C(C=C(C=C1)N1C(=NC=2C1=NC(=CC2)C2=CC(=NC=C2)N)C)F)C